5-amino-1-(4-benzyloxycyclohexyl)-3-[4-[[(2-methoxybenzoyl)amino]methyl]phenyl]pyridine-4-carboxamide NC=1C(=C(CN(C1)C1CCC(CC1)OCC1=CC=CC=C1)C1=CC=C(C=C1)CNC(C1=C(C=CC=C1)OC)=O)C(=O)N